(1-isopropyl-3-(trifluoromethyl)-1H-pyrazol-4-yl)boronic acid C(C)(C)N1N=C(C(=C1)B(O)O)C(F)(F)F